CC1=C(C(=CC=C1)C)C=1C(=O)NC(C1)=O 2,6-dimethyl-phenylmaleimide